COC=1C=CC(=NC1)C1=NC=C(C=C1)OC 5,5'-dimethoxy-2,2'-bipyridine